neopentyl glycol di(2-mercaptoacetate) SCC(=O)OCC(C)(COC(CS)=O)C